S(=O)(=O)(O)[O-].C(CCC)[N+]1=CC(=CC=C1)C 1-butyl-3-methylpyridinium hydrogen sulfate